C(C=C)(=O)O hydrogen (acrylate)